FC(CC)(F)C1=NC=C(C=C1)B1OC(C(O1)(C)C)(C)C 2-(1,1-difluoropropyl)-5-(4,4,5,5-tetramethyl-1,3,2-dioxaborolan-2-yl)pyridine